2-[4-fluoro-2,6-bis(prop-2-yl)phenyl]acetyl chloride FC1=CC(=C(C(=C1)C(C)C)CC(=O)Cl)C(C)C